ClC1=C(OC2=NC3=C(N2C[C@H]2OCCC2)C=C(C=C3)C(=O)OC)C=CC(=C1)C1=NC(=CC=C1)OCC1=C(C=C(C=C1)Cl)F methyl (S)-2-(2-chloro-4-(6-((4-chloro-2-fluorobenzyl)oxy)pyridin-2-yl)phenoxy)-1-((tetrahydrofuran-2-yl)methyl)-1H-benzo[d]imidazole-6-carboxylate